7-chloro-1-phenyl-2,4-dihydro-1H-3,1-benzoxazine-2,4-dione ClC1=CC2=C(C(OC(N2C2=CC=CC=C2)=O)=O)C=C1